3-(3-methylpentan-3-yl)cyclohexane-1,2-diamine CC(CC)(CC)C1C(C(CCC1)N)N